Ethyl (S)-3-((tert-butoxycarbonyl)amino)-3-(5-cyclopropyl-4-fluoro-2'-hydroxy-4',6'-dimethyl-[1,1'-biphenyl]-3-yl)propanoate C(C)(C)(C)OC(=O)N[C@@H](CC(=O)OCC)C=1C=C(C=C(C1F)C1CC1)C1=C(C=C(C=C1C)C)O